1-((2-(2,6-Dioxopiperidin-3-yl)-1,3-dioxoisoindolin-4-yl)amino)-3,6,9,12,15-pentaoxaoctadecan-18-oic acid O=C1NC(CCC1N1C(C2=CC=CC(=C2C1=O)NCCOCCOCCOCCOCCOCCC(=O)O)=O)=O